5-chloro-2-((3S,4S,5R)-4-fluoro-3,5-dimethylpiperidin-1-yl)-6-((1-methyl-3-((S)-morpholin-2-ylmethoxy)-2-oxo-1,2-dihydroquinolin-6-yl)amino)nicotinonitrile ClC=1C(=NC(=C(C#N)C1)N1C[C@@H](C([C@@H](C1)C)F)C)NC=1C=C2C=C(C(N(C2=CC1)C)=O)OC[C@@H]1CNCCO1